C(C)OC(=O)C1CN(C1)C(=O)OCC1=CC=CC=C1 O1-benzyl-azetidine-1,3-dicarboxylic acid O3-ethyl ester